2-(2-{3-[4-(2-Hydroxy-ethyl)-piperazin-1-yl]-phenylamino}-pyrimidin-4-yl)-3-(tetrahydropyran-4-yl)-thiazolo[3,2-a]pyrimidin-5-one OCCN1CCN(CC1)C=1C=C(C=CC1)NC1=NC=CC(=N1)C1=C(N2C(=NC=CC2=O)S1)C1CCOCC1